C(C)NC(=O)C=1C=CC(=C(C1)B(O)O)F 5-(ETHYLCARBAMOYL)-2-FLUOROBENZENEBORONIC ACID